C1(=CC=CC=C1)C=1N=C2N(C=CC=C2)C1C(=O)O 2-Phenyl-imidazo[1,2-a]pyridine-3-carboxylic acid